2-(5-(4-(aminomethyl)-1-oxo-1,2-dihydrophthalazin-6-yl)pyridin-3-yl)-4-chlorobenzonitrile NCC1=NNC(C2=CC=C(C=C12)C=1C=C(C=NC1)C1=C(C#N)C=CC(=C1)Cl)=O